3-(Methylphenyl)-1,4,2-dioxazol-5-one CC1=C(C=CC=C1)C1=NOC(O1)=O